O=C1N(C(CC1)=O)C1=CC(=C(OC2=CC=C(C(=O)OC)C=C2)C=C1C)C1=CN(C=2C(NC=CC21)=O)C methyl 4-(4-(2,5-dioxopyrrolidin-1-yl)-5-methyl-2-(1-methyl-7-oxo-6,7-dihydro-1H-pyrrolo[2,3-c]pyridin-3-yl)phenoxy)benzoate